ClC1=CC(=C2C(=N1)N(N=C2C(F)(F)F)COCC[Si](C)(C)C)CN2CCCC2 6-chloro-4-(pyrrolidin-1-ylmethyl)-3-(trifluoromethyl)-1-((2-(trimethylsilyl)ethoxy)methyl)-1H-pyrazolo[3,4-b]pyridine